(1R,7aR*)-7a-(hydroxymethyl)-6-methylenehexahydro-1H-pyrrolizin-1-ol OC[C@]12CC(CN2CC[C@H]1O)=C |o1:2|